ClC1=C(C(=O)OCC)C=C(C(=C1OCC)C)OCC Ethyl 2-Chloro-3,5-Diethoxy-4-Methylbenzoate